CC(CCC=O)C(CCCCC)C 4,5-Dimethyldecanal